C(C)(C)(C)OC(=O)N[C@@H](CCC(=O)OCC1=CC=CC=C1)CC(=O)N[C@H](C(=O)NCC1=CC=CC2=CC=CC=C12)C (S)-benzyl 4-((tert-butoxycarbonyl)amino)-6-(((S)-1-((naphthalen-1-ylmethyl)amino)-1-oxopropan-2-yl)amino)-6-oxohexanoate